Tert-butyl (R)-4-(6-((4-cyano-2-fluorobenzyl)oxy)pyridin-2-yl)-2-(hydroxymethyl)piperazin-1-formate C(#N)C1=CC(=C(COC2=CC=CC(=N2)N2C[C@@H](N(CC2)C(=O)OC(C)(C)C)CO)C=C1)F